1,1'-[(1,5-dioxopentane-1,5-diyl)bis(oxy)]bis(pyrrolidine-2,5-dione) O=C(CCCC(=O)ON1C(CCC1=O)=O)ON1C(CCC1=O)=O